S1(C2=C(C=C1)C=CC=C2)(=O)=O benzo[b]thiophene-1,1-dione